C(C)C(C(=O)OOC(C(=O)O)CCC(C)OOC(C(CCCC)CC)=O)CCCC 2,5-di(2-ethylhexanoylperoxy)hexanoic acid